C(C)(=O)N1CC2=NC(=C(N=C2CC1)N1CCC(CC1)OC1=C(C=C(C=C1)F)F)C=CC(=O)OC methyl 3-(6-acetyl-2-(4-(2,4-difluorophenoxy)piperidin-1-yl)-5,6,7,8-tetrahydropyrido[3,4-b]pyrazin-3-yl)acrylate